2-(2'-acryloyl-4-(dimethylcarbamoyl)-[1,1'-biphenyl]-3-yl)acetic acid C(C=C)(=O)C1=C(C=CC=C1)C1=CC(=C(C=C1)C(N(C)C)=O)CC(=O)O